COCC1(CC2=C(C(=C(C=C2)O)OCCCC)CC2=C(C(=C(C=C2)OC)COC)COC)CC(=C(C=C1)OC)COC 1,3-bis(methoxymethyl)-4-methoxybenzyl-2,3-bis(methoxymethyl)-4-methoxybenzyl-n-butoxyphenol